ClC1=CC(=C(C(=O)[C@@H]2CN(CC2)C(=O)OC(C)(C)C)C=C1Cl)OCC=C tert-butyl (3S)-3-[4,5-dichloro-2-(prop-2-en-1-yloxy)benzoyl]pyrrolidine-1-carboxylate